(R)-3-(benzyloxy)-N,N-dimethyl-2-((2-oxo-4-(o-tolyl)-2H-chromen-7-yl)oxy)propenamide C(C1=CC=CC=C1)OC=C(C(=O)N(C)C)OC1=CC=C2C(=CC(OC2=C1)=O)C1=C(C=CC=C1)C